5-(3,4-difluorophenyl)-1H-pyrazol-3-amine FC=1C=C(C=CC1F)C1=CC(=NN1)N